2λ6-thia-7-azaspiro[3.5]nonane-2,2-dione hydrochloride Cl.C1S(CC12CCNCC2)(=O)=O